FC1(C(=CC=CC1[N+](=O)[O-])C=1C(=CC=CC1)C1=CC(=CC=C1)OC)C1=C(C(=CC=C1)C1=CC=CC=C1)N 2-fluoro-3''-methoxy-3-nitro-[1,1':2',1'':2,1''':3''',1''''-quinquephenyl]-2'''-amine